3-bromo-2,2-bis(bromomethyl)propylphosphate BrCC(COP(=O)([O-])[O-])(CBr)CBr